CN(C1=CC=C(C=C1)/C=C/C(=O)C1=C(C=CC=C1)O)C (2E)-3-[4-(Dimethylamino)phenyl]-1-(2-hydroxyphenyl)prop-2-en-1-one